4-[2-anilino-8-(3-methoxycyclobutyl)-7-oxo-pyrido[2,3-d]pyrimidin-6-yl]-8-methyl-2,3-dihydroquinoxaline-1-carboxylic acid tert-butyl ester C(C)(C)(C)OC(=O)N1CCN(C2=CC=CC(=C12)C)C1=CC2=C(N=C(N=C2)NC2=CC=CC=C2)N(C1=O)C1CC(C1)OC